NCCCC[C@@H](CC(C[C@@H](CCC(=O)OC(C)(C)C)C(=O)OC(C)(C)C)=O)C(=O)OC(C)(C)C tri-tert-butyl (3R,7S)-11-amino-5-oxoundecane-1,3,7-tricarboxylate